CCCCC1CO1 1,2-hexene oxide